1-{4-Phenoxy-3-[(1H-1,2,4-triazol-1-yl)methyl]phenyl}-3-phenyl-1,3,5-triazine-2,4,6-trione O(C1=CC=CC=C1)C1=C(C=C(C=C1)N1C(N(C(NC1=O)=O)C1=CC=CC=C1)=O)CN1N=CN=C1